N1=NC=C(C(=C1)C(=O)OCCCC)C(=O)OCCCC di-n-butyl 4,5-pyridazinedicarboxylate